1'-(Boc)spiro[chromane-3,4'-piperidine]-6,7-dicarboxylic acid C(=O)(OC(C)(C)C)N1CCC2(CC1)COC1=CC(=C(C=C1C2)C(=O)O)C(=O)O